NC1=NNC2=C(C=C(C=C12)C1=CC(=NC=C1)NC(OC)=O)C1=CC(=CC=C1)CN1CCOCC1 Methyl (4-(3-amino-7-(3-(morpholinomethyl)phenyl)-1H-indazol-5-yl)pyridin-2-yl)carbamate